COC=1C=C(C=CC1OC)C1=CC=C(C=C1)N1N=NC(=C1)C=1C=C(C(=O)O)C=CC1 3-(1-(3',4'-Dimethoxy-[1,1-biphenyl]-4-yl)-1H-1,2,3-triazol-4-yl)benzoic acid